C(=O)O.ClC=1C=C(C=CC1C(=O)N1CCN(CC1)C(=O)C1(CNCC1)O)NC(=O)C=1N(C(=CN1)C1=C(C(=C(C=C1)OC)F)F)C N-[3-chloro-4-[4-(3-hydroxypyrrolidine-3-carbonyl)piperazine-1-carbonyl]phenyl]-5-(2,3-difluoro-4-methoxy-phenyl)-1-methyl-imidazole-2-carboxamide formate